3-(3-(2,4-Difluorophenyl)-7-fluoro-4-oxo-3,4-dihydrophthalazin-1-yl)-N,N-dimethylbenzenesulfonamide FC1=C(C=CC(=C1)F)N1N=C(C2=CC(=CC=C2C1=O)F)C=1C=C(C=CC1)S(=O)(=O)N(C)C